COC=1NC=C(N1)C(C)(C)CC 2-methoxy-4-tert-pentyl-1H-imidazole